(3R,5R)-5-(3-((2-(methoxymethyl) pyrazolo[1,5-a]pyrazin-4-yl)amino)-1H-pyrazol-5-yl)tetrahydrofuran-3-yl (2-cyanopropan-2-yl)carbamate C(#N)C(C)(C)NC(O[C@H]1CO[C@H](C1)C1=CC(=NN1)NC=1C=2N(C=CN1)N=C(C2)COC)=O